bis{4-(naphthalen-2-yl)phenyl}-(4-(naphthalen-1-yl)-1,1':2',1''-terphenyl-4'-yl)amine C1=C(C=CC2=CC=CC=C12)C1=CC=C(C=C1)N(C=1C=C(C(=CC1)C1=CC=C(C=C1)C1=CC=CC2=CC=CC=C12)C1=CC=CC=C1)C1=CC=C(C=C1)C1=CC2=CC=CC=C2C=C1